3,4-di(diisobutylphosphino)-2-phenylthiophene C(C(C)C)P(C1=C(SC=C1P(CC(C)C)CC(C)C)C1=CC=CC=C1)CC(C)C